FC1=CC=C(C=C1)N1C(C(=CC=2C(CCCC12)=O)C(=O)O)=O 1-(4-fluorophenyl)-2,5-dioxo-1,2,5,6,7,8-hexa-hydroquinoline-3-carboxylic acid